N-[3-cyano-4-(trifluoromethyl)-1H-indol-7-yl]-2,2,2-trifluoroacetamide C(#N)C1=CNC2=C(C=CC(=C12)C(F)(F)F)NC(C(F)(F)F)=O